(S)-N-(8'-(3-hydroxypiperidin-1-yl)-4'H-spiro[cyclopropane-1,5'-naphtho[2,1-d]isoxazol]-3'-yl)-2-methoxybenzenesulfonamide O[C@@H]1CN(CCC1)C1=CC=C2C3(CC=4C(=NOC4C2=C1)NS(=O)(=O)C1=C(C=CC=C1)OC)CC3